FC1=C(C=CC=C1)C1=NC(=NO1)C=1C=C(C(=O)OC)C=CC1 methyl 3-(5-(2-fluorophenyl)-1,2,4-oxadiazol-3-yl)benzoate